(2Z)-2-isothiocyanato-3-phenylpropan-2-enoic acid ethyl ester C(C)OC(/C(=C/C1=CC=CC=C1)/N=C=S)=O